OC(C(=O)O)C(=C)C 2-HYDROXY-3-METHYL-3-BUTEN-1-OIC ACID